FCCCN1C[C@H](CC1)OC1=CC=C(C=C1)C1=C(CCC=2C=CC(=CC12)O)C1=CC=C(C=C1)OC(F)(F)F 8-[4-[(3S)-1-(3-Fluoropropyl)pyrrolidin-3-yl]oxyphenyl]-7-[4-(trifluoromethoxy)phenyl]-5,6-dihydronaphthalin-2-ol